FC1(OC2=C(O1)C=CC(=C2)C=O)F 2,2-difluorobenzo[d][1,3]dioxolane-5-carbaldehyde